C(C)(=O)O.N[C@@H](CC(=O)OCC)C=1C=C(C=C(C1)F)C1=C(C=CC=C1C)C ethyl (S)-3-amino-3-(5-fluoro-2',6'-dimethylbiphenyl-3-yl)propanoate acetic acid salt